C(C(C)C)(=O)OOC(C)(C)C tertiary butyl peroxyisobutyrate